C(CCCCCCC)NC(OC1=CC(=C(C=C1)OC)C=1C=NC=C(C1)C1=NC=NN1COCC[Si](C)(C)C)=O 4-methoxy-3-(5-(1-((2-(trimethylsilyl)ethoxy)methyl)-1H-1,2,4-triazol-5-yl)pyridin-3-yl)phenyl octylcarbamate